C(#N)C1=CC=C(C=N1)CNC(=O)C=1C(=C2C=CC(=NC2=CN1)N1C[C@H](CC1)C(=O)O)O (S)-1-(6-(((6-cyanopyridin-3-yl)methyl)carbamoyl)-5-hydroxy-1,7-naphthyridin-2-yl)pyrrolidine-3-carboxylic acid